N-(tert-butyl)-5-(1-isopropyl-1H-pyrazol-5-yl)-2-methoxybenzenesulfonamide C(C)(C)(C)NS(=O)(=O)C1=C(C=CC(=C1)C1=CC=NN1C(C)C)OC